7-(5-(azetidin-3-yloxy)pentyl)-3,3-dimethyl-1,2,3,4-tetrahydro-1,8-naphthyridine hydrochloride Cl.N1CC(C1)OCCCCCC1=CC=C2CC(CNC2=N1)(C)C